ethyl 3-(((tert-butoxycarbonyl)amino)methyl)-1H-pyrrole-2-carboxylate C(C)(C)(C)OC(=O)NCC1=C(NC=C1)C(=O)OCC